di(2,2,6,6-tetramethyl-3-piperidylamino)-isophthalamide CC1(NC(CCC1NC1=CC(=C(C=C1C(=O)N)C(=O)N)NC1C(NC(CC1)(C)C)(C)C)(C)C)C